1-(4-((4-((2-fluoro-4-((2-(3-(methylsulfonyl)azetidin-1-yl)pyridin-4-yl)oxy)phenyl)amino)-7-methoxyquinazolin-6-yl)amino)piperidin-1-yl)prop-2-en-1-one FC1=C(C=CC(=C1)OC1=CC(=NC=C1)N1CC(C1)S(=O)(=O)C)NC1=NC=NC2=CC(=C(C=C12)NC1CCN(CC1)C(C=C)=O)OC